1-[(tert-butyl)oxycarbonyl]azetidine-3-carboxylic acid C(C)(C)(C)OC(=O)N1CC(C1)C(=O)O